1-(3-fluorobenzofuran-5-yl)-N-trideuteromethylpropan-2-amine FC1=COC2=C1C=C(C=C2)CC(C)NC([2H])([2H])[2H]